C(CC)(=O)OS(=O)(=O)ON1[C@@H]2CC[C@H](N(C1=O)C2)C(NCOC(CC)=O)=O ((((2S,5R)-7-oxo-2-(((propionyloxy) methyl) carbamoyl)-1,6-diazabicyclo[3.2.1]oct-6-yl) oxy) sulfonyl) propionate